1,1'-(3,3'-dimethylthio[1,1'-biphenyl]-4,4'-diyl)bis{4-amino-3-[(E)-diazenyl]naphthalene-1-carboxylic acid} CSC=1C=C(C=CC1C1(CC(=C(C2=CC=CC=C12)N)\N=N\[H])C(=O)O)C1=CC(=C(C=C1)C1(CC(=C(C2=CC=CC=C12)N)\N=N\[H])C(=O)O)SC